C1=CC=CC2=C1C1=C(C(O2)=O)C2=C(O1)C=CC=C2 6H-benzofuro[3,2-c]benzopyran-6-one